COC=1C(=C(C(=CC1)C1=C(C=CC=C1)C)C=O)OC dimethoxy-2'-methyl-[1,1'-biphenyl]-2-carbaldehyde